O=N[C@@H](CCCNC(N)=N)C(=O)O ketoarginine